C(#CC)C=1C=CC=NC1 5-(propyn-1-yl)pyridine